CC1=C(C(=CC(=C1)C)C)S(=O)(=O)N 2,4,6-trimethyl-benzenesulfonamide